BrC1=CC(=C(C=C1OCCC)CCN)OC 2-(4-bromo-5-propoxy-2-methoxyphenyl)ethan-1-amine